C(=O)(O)C1(CC1)CCCCC=1C=C(C=CC1)CCCC1CC1 1-(3-(3-(4-(1-carboxycyclopropyl)butyl)phenyl)propyl)cyclopropane